FC1=C(C(=CC2=CC=C(C=C12)C=1CN(CC1)S(=O)(=O)CC1OCCCC1)O)N1CC(NS1(=O)=O)=O 5-(1-fluoro-3-hydroxy-7-{1-[(oxan-2-yl)methanesulfonyl]-2,5-dihydro-1H-pyrrol-3-yl}naphthalen-2-yl)-1λ6,2,5-thiadiazolidine-1,1,3-trione